CC1=NC(=NC=2N([C@H](C(NC12)=O)C)C)NCC=1C=NN(C1)[C@@H](CC1=CC=CC=C1)C (7S)-4,7,8-trimethyl-2-(((1-((R)-1-phenylpropan-2-yl)-1H-pyrazol-4-yl)methyl)amino)-7,8-dihydropteridin-6(5H)-one